ClC=1OC2=C(N1)C=C(C=C2)OCC 2-Chloro-5-ethoxy-1,3-benzoxazole